tert-butyl-4-[2-[2-(4-aminophenoxy)ethoxy]ethoxy]piperidine C(C)(C)(C)N1CCC(CC1)OCCOCCOC1=CC=C(C=C1)N